NC=1C(=NNC1)C(C)(C)C amino-tert-butylpyrazole